benzyl (2R,3S,5S)-5-(methoxymethyl)-2-[[(triethylsilyl)oxy]methyl]-3-[2,2,2-trifluoro-N-[(4-methoxyphenyl)methyl]acetamido]pyrrolidine-1-carboxylate COC[C@@H]1C[C@@H]([C@@H](N1C(=O)OCC1=CC=CC=C1)CO[Si](CC)(CC)CC)N(C(C(F)(F)F)=O)CC1=CC=C(C=C1)OC